O1C(=CC=C1)/C=C/C(=O)C1=CC=CC=C1 (E)-3-(furan-2-yl)-1-phenylprop-2-en-1-one